8-(4-Cyclopropylpiperazin-1-yl)-3-ethynyl-6,6-dimethyl-11-oxo-6,11-dihydro-5H-benzo[b]carbazole-9-Nitrile C1(CC1)N1CCN(CC1)C=1C(=CC2=C(C(C=3NC4=CC(=CC=C4C3C2=O)C#C)(C)C)C1)C#N